C(C)(C)OC(=O)N1C(C(CCC1)NS(=O)(=O)C1CC1)CC1=NC(=CC=C1)C1=CC=CC=C1 3-((cyclopropylsulfonyl)amino)-2-((6-phenylpyridin-2-yl)methyl)piperidine-1-carboxylic acid isopropyl ester